N-(5-chloro-2,3-dihydro-1H-inden-2-yl)-5-(5-methyloxazol-2-yl)pyrimidin-2-amine ClC=1C=C2CC(CC2=CC1)NC1=NC=C(C=N1)C=1OC(=CN1)C